O(S(=O)(=O)O)C=1C=C(C=CC1)CCC(=O)O 3-[3-(sulfoxy)phenyl]propionic acid